O=C1NC(CCC1N1C(C2=CC=C(C=C2C1=O)N1CC(C1)C#CC=1C=NN(C1)C(C(=O)NC1=C(C=C(C=C1)C(F)(F)F)C#CC)(C)C)=O)=O 2-(4-((1-(2-(2,6-dioxopiperidin-3-yl)-1,3-dioxoisoindolin-5-yl)azetidin-3-yl)ethynyl)-1H-pyrazol-1-yl)-2-methyl-N-(2-(prop-1-yn-1-yl)-4-(trifluoromethyl)phenyl)propanamide